1,2,4,5,12b,12c-hexahydro-7H-[1,3]dioxolo[4,5-j]pyrrolo[3,2,1-de]phenanthridine-1,2-diol C1(C(C=C2C3N(CC4=CC5=C(C=C4C13)OCO5)CC2)O)O